(R)-2-(2-(dimethylcarbamoyl)pyrrolidin-1-yl)-5-hydroxy-N-(isoxazol-4-yl)-1-methyl-6-oxo-1,6-dihydropyrimidine-4-carboxamide CN(C(=O)[C@@H]1N(CCC1)C=1N(C(C(=C(N1)C(=O)NC=1C=NOC1)O)=O)C)C